ClC=1C=C2C=CN(C2=CC1Cl)CC(C)N(C)C 1-(5,6-dichloro-1H-indol-1-yl)-N,N-dimethylpropan-2-amine